3-p-Menthene C1(CC=C(CC1)C(C)C)C